C(C(C)=O)=O propane-1,2-dial